C(C)(C)(C)OC(=O)N1CCC(CC1)(CC#N)C1=CC(=C(C=C1)Cl)F 4-(4-chloro-3-fluorophenyl)-4-(cyanomethyl)piperidine-1-carboxylic acid tert-butyl ester